6-(3,5-dimethylisoxazol-4-yl)-4-morpholino-N-[(E)-m-tolylmethyleneamino]thieno[3,2-d]pyrimidin-2-amine CC1=NOC(=C1C1=CC=2N=C(N=C(C2S1)N1CCOCC1)N/N=C/C=1C=C(C=CC1)C)C